6-(2,3-dihydro-1,4-benzodioxin-6-yl)-5-[4-[(3S)-1-(3-fluoro-propyl)pyrrolidin-3-yl]oxyphenyl]-8,9-dihydro-7H-benzo[7]annulen-2-ol O1CCOC2=C1C=CC(=C2)C2=C(C1=C(CCC2)C=C(C=C1)O)C1=CC=C(C=C1)O[C@@H]1CN(CC1)CCCF